FC1=C(CNC(=O)C2=CC=C(C=C2)C2=CC=CC=C2)C=CC(=C1C=1NC(C=C(N1)C1=NC=C(C=C1)C(F)(F)F)=O)C(F)(F)F N-(2-fluoro-3-{6-oxo-4-[5-(trifluoromethyl)pyridin-2-yl]-1,6-dihydropyrimidin-2-yl}-4-(trifluoromethyl)benzyl)-[1,1'-biphenyl]-4-carboxamide